COC1=C(CNCC(=O)OC)C=CC(=C1)OC methyl 2-(2,4-dimethoxy benzylamino)acetate